5-fluoro-7-((2-fluorophenyl)(morpholino)methyl)quinolin-8-ol FC1=C2C=CC=NC2=C(C(=C1)C(N1CCOCC1)C1=C(C=CC=C1)F)O